7-(3-aminophenyl)-isoquinoline-5-sulfonic acid (2-amino-ethyl)-amide NCCNS(=O)(=O)C=1C=2C=CN=CC2C=C(C1)C1=CC(=CC=C1)N